FC(C1=C(C=C(C=C1)[C@H](C(C)C)N1C[C@@H](N(C[C@H]1C)C=1C=2N=C(N(C2N(C(N1)=O)C)C[C@H]1OCCC1)C)C)F)F 6-((2S,5R)-4-((S)-1-(4-(difluoromethyl)-3-fluorophenyl)-2-methylpropyl)-2,5-dimethylpiperazin-1-yl)-3,8-dimethyl-9-(((S)-tetrahydrofuran-2-yl)methyl)-3,9-dihydro-2H-purin-2-one